Pentahydroxyethyl-diethylenetriamine OC(C(O)(O)O)(O)NCCNCCN